(1S,3S)-3-((2-(5-(((4-(2,2-Difluoropropoxy)pyrimidin-2-yl)amino)methyl)-1-methyl-1H-pyrazol-4-yl)-4-ethylpyrimidin-5-yl)oxy)cyclohexan FC(COC1=NC(=NC=C1)NCC1=C(C=NN1C)C1=NC=C(C(=N1)CC)OC1CCCCC1)(C)F